4-Acetyl-2-oxo-benzo[cd]indole-1(2H)-carboxylic acid tert-butyl ester C(C)(C)(C)OC(=O)N1C(C2=C3C(C=CC=C13)=CC(=C2)C(C)=O)=O